(6-chloro-4-pyrimidinyl)-N'-[2-(trifluoromethyl)-1,3-benzodioxol-2-yl]urea ClC1=CC(=NC=N1)NC(=O)NC1(OC2=C(O1)C=CC=C2)C(F)(F)F